3-[(4-Chlorophenyl)amino]-4-{[3-(thiophen-3-yl)phenyl]amino}cyclobut-3-ene-1,2-dione ClC1=CC=C(C=C1)NC=1C(C(C1NC1=CC(=CC=C1)C1=CSC=C1)=O)=O